3,3-difluorocyclobutane-1-carboxylate FC1(CC(C1)C(=O)[O-])F